C(C)C1=NN(C2=C1C(NCC1(CCOCC1)C2)=O)CC(COC(C2=CC(=CC=C2)S(N)(=O)=O)=O)(C)C 3-Sulfamoylbenzoic acid [3-(3-ethyl-4-oxo-spiro[6,8-dihydro-5H-pyrazolo[4,3-c]azepin-7,4'-tetrahydropyran]-1-yl)-2,2-dimethyl-propyl] ester